BrC1=NNC2=C1N=C(N=C2)C=2C(=NC=NC2OC)C2CC2 3-bromo-5-(4-cyclopropyl-6-methoxy-pyrimidin-5-yl)pyrazolo[4,3-d]pyrimidin